FC(C(=O)O)(CC=1C=NC(=CC1)F)F α,α,6-trifluoro-3-pyridinepropionic acid